6,6-dimethyl-1,3-cyclohexadiene CC1(CC=CC=C1)C